C(C)(C)(C)N(C(O)=O)CCCCCCN1N=C(C(=C1C)B1OC(C(O1)(C)C)(C)C)C.C[Si](Cl)(Cl)C(C)[Si](C)(Cl)Cl Bis(methyldichlorosilyl)ethane tert-butyl-(6-(3,5-dimethyl-4-(4,4,5,5-tetramethyl-1,3,2-dioxaborolan-2-yl)-1H-pyrazol-1-yl)hexyl)carbamate